C(C)C1(COC(OC1)=O)COCC1OC(OC1)=O 5-ethyl-5-(((2-oxo-1,3-dioxolan-4-yl)methoxy)methyl)-1,3-dioxan-2-one